(1R,3S)-3-(2-(3-chloro-5-fluorophenyl)acetamido)cyclopentan-1-aminium chloride [Cl-].ClC=1C=C(C=C(C1)F)CC(=O)N[C@@H]1C[C@@H](CC1)[NH3+]